thieno[3,4-D][1,2,3]diazaborinin-1(2H)-ol B1(NN=CC=2C1=CSC2)O